COCCN1C(OC2(C1)CCNCC2)=O 3-(2-methoxyethyl)-1-oxa-3,8-diazaspiro[4.5]decan-2-one